methyl 3-((3,3-dibutyl-5-(4-fluorophenyl)-7-(methylsulfanyl)-1,1-dioxo-2,3,4,5-tetrahydro-1,5-benzothiazepin-8-yl) oxy)-2-methoxypropionate C(CCC)C1(CS(C2=C(N(C1)C1=CC=C(C=C1)F)C=C(C(=C2)OCC(C(=O)OC)OC)SC)(=O)=O)CCCC